[2-[[(3-fluoro-1-bicyclo[1.1.1]pentyl)methylamino]methyl]-1H-indol-6-yl]methylamine dihydrochloride Cl.Cl.FC12CC(C1)(C2)CNCC=2NC1=CC(=CC=C1C2)CN